(+)-4-[6-(1-hydroxy-3H-2,1-benzoxaborol-5-yl)-3-methyl-4,5-dihydro-3H-pyridazin-2-yl]-7-methyl-thieno[3,2-d]pyrimidine OB1OCC2=C1C=CC(=C2)C=2CCC(N(N2)C=2C1=C(N=CN2)C(=CS1)C)C